2-(3-fluoro-phenyl)-cyclopropanecarboxylic acid (2-hydroxy-1-naphthalen-2-yl-ethyl)-amide OCC(C1=CC2=CC=CC=C2C=C1)NC(=O)C1C(C1)C1=CC(=CC=C1)F